COC1=CC=C2CCC=C(C2=C1)OS(=O)(=O)C(F)(F)F trifluoromethanesulfonic acid 7-methoxy-3,4-dihydronaphthalen-1-yl ester